5-(difluoromethyl)-1H-indazole-7-sulfonyl chloride FC(C=1C=C2C=NNC2=C(C1)S(=O)(=O)Cl)F